(2,6-dimethoxypyrimidin-4-yl)benzamide COC1=NC(=CC(=N1)C1=C(C(=O)N)C=CC=C1)OC